C(#N)[C@@H](CC(=O)O)NC(=O)C=1C=NC2=C(C=CC=C2C1)C1=CCC(CC1)(C)C (R)-3-cyano-3-(8-(4,4-dimethylcyclohex-1-en-1-yl)quinoline-3-carboxamido)propionic acid